FC=1C=CC(=C(C1)C(CC=1C=NC(=C(C1)/C(/C)=N/OC(C)C)OC)=O)OC (E)-1-(5-fluoro-2-methoxyphenyl)-2-(5-(1-(isopropoxyimino)ethyl)-6-methoxypyridin-3-yl)ethan-1-one